2-[(4-azidobutyl){6-[(1,3-benzothiazol-2-yl)amino]-5-methylpyridazin-3-yl}amino]-5-(3-{4-[3-(dimethylamino)prop-1-yn-1-yl]-2-fluorophenoxy}propyl)-1,3-thiazole-4-carboxylic acid N(=[N+]=[N-])CCCCN(C=1SC(=C(N1)C(=O)O)CCCOC1=C(C=C(C=C1)C#CCN(C)C)F)C=1N=NC(=C(C1)C)NC=1SC2=C(N1)C=CC=C2